ClC1=C(C=C(C=C1)C1=NN(C(=N1)CC(=O)NC1CC2=CC=CC=C2C1)CC)F 2-[3-(4-Chloro-3-fluorophenyl)-1-ethyl-1H-1,2,4-triazol-5-yl]-N-(2,3-dihydro-1H-inden-2-yl)acetamide